ethyl 8-(benzylsulfanyl)-7-cyclobutyl-2-methoxyquinoline-3-carboxylate C(C1=CC=CC=C1)SC=1C(=CC=C2C=C(C(=NC12)OC)C(=O)OCC)C1CCC1